FC1=CC=C(C=C1)C(C)NC1=NC=CC=C1 N-(1-(4-fluorophenyl)ethyl)pyridin-2-amine